(S)-5-((5-(3-fluoro-2-methoxy-6-(piperidin-3-ylmethoxy)phenyl)-1H-pyrazol-3-yl)amino)pyrazine-2-carbonitrile FC=1C(=C(C(=CC1)OC[C@@H]1CNCCC1)C1=CC(=NN1)NC=1N=CC(=NC1)C#N)OC